BrC(C)C1=C(C=C(C(=O)OC)C=C1)C(F)(F)F methyl 4-(1-bromoethyl)-3-(trifluoromethyl)benzoate